C1(=C(C=CC=C1)C(C(=O)O)(O)C(O)C(=O)O)C Tolyl-tartaric acid